N=S(=O)(C)C1=CC=C(C=C1)COC1=CC=C(C2=C1N=CO2)CN2CC1=CC=CC=C1C2 Imino(4-(((7-(isoindolin-2-ylmethyl)benzo[d]oxazol-4-yl)oxy)methyl)phenyl)-(methyl)-λ6-sulfanone